CC12CNCC2C1 methyl-3-azabicyclo[3.1.0]hexan